ClC1=C2C(=NC(=N1)Cl)N(N=C2)C2=C(C=CC=C2F)F 4,6-dichloro-1-(2,6-difluorophenyl)pyrazolo[3,4-d]pyrimidine